N1C(=NC=C1)C1=CC=C(C(=O)N)C=C1 4-(imidazole-2-yl)benzamide